tridecafluoro-1-octanamide FCC(C(C(C(C(C(C(=O)N)(F)F)(F)F)(F)F)(F)F)(F)F)(F)F